[Si](C)(C)(C(C)(C)C)OC=1C=C2C(=NN(C2=CC1)C1OCCCC1)C=1N=CN(C1)CCCOCC[C@@H](C)O (2R)-4-[3-[4-[5-[tert-butyl(dimethyl)silyl]oxy-1-tetrahydropyran-2-yl-indazol-3-yl]imidazol-1-yl]propoxy]butan-2-ol